2-methyl-6-isopropyl-1-aminoindan CC1C(C2=CC(=CC=C2C1)C(C)C)N